tert-butyl (3-(4-formylpiperidin-1-yl)propyl)carbamate C(=O)C1CCN(CC1)CCCNC(OC(C)(C)C)=O